diethyl 5-picoline-2,3-dicarboxylate N1=C(C(=CC(=C1)C)C(=O)OCC)C(=O)OCC